benzo[g]quinoline-5,10-dione N1=CC=CC=2C(C3=C(C(C12)=O)C=CC=C3)=O